3-(dimethylamino)propylacrylamide CN(CCCC(C(=O)N)=C)C